C(C\C=C/CCCCCCCC)(=O)O (Z)-3-dodecenoic acid